(R)-2-(tetrahydrofuran-3-yl)quinazolin-6-carbaldehyde O1C[C@H](CC1)C1=NC2=CC=C(C=C2C=N1)C=O